3-chloro-4-methyl-5-(4,4,5,5-tetramethyl-1,3,2-dioxaborolan-2-yl)aniline ClC=1C=C(N)C=C(C1C)B1OC(C(O1)(C)C)(C)C